N1N=CC(=C1)OC1=NC2=C(C(=C(C=C2C(=N1)N1CCN(CC1)C(C=C)=O)Cl)C1=C(C=CC=C1O)F)F 1-(4-(2-(1H-pyrazol-4-yloxy)-6-chloro-8-fluoro-7-(2-fluoro-6-hydroxyphenyl)quinazolin-4-yl)piperazin-1-yl)prop-2-en-1-one